7-hydroxy-2-azaspiro[3.5]nonan-1-one OC1CCC2(CNC2=O)CC1